(4S)-2-[5-(4-hydroxyphenyl)-3,6-dioxapiperazin-2-yl]-5,5-Dimethylthiazolidine-4-carboxylic acid OC1=CC=C(C=C1)C1NOC(NO1)C1SC([C@@H](N1)C(=O)O)(C)C